m-(trifluoromethyl)benzene tert-butylate CC(C)(C)[O-].FC(C=1C=CC=CC1)(F)F